NCCC1(CCC1)CNC(OC(C)(C)C)=O tert-butyl {[1-(2-aminoethyl)cyclobutyl]methyl}carbamate